[1-14C]-pyruvate [14C](C(=O)C)(=O)[O-]